tert-butyl (R)-(5-(5-acetyl-2-amino-7-(dimethylcarbamoyl)-1H-benzo[d]imidazol-1-yl)hexyl)carbamate C(C)(=O)C1=CC2=C(N(C(=N2)N)[C@@H](CCCCNC(OC(C)(C)C)=O)C)C(=C1)C(N(C)C)=O